ClC1=CC=C2C(=CC(=NC2=C1Cl)N1[C@@H](CCC1)CO)N1C=NC(=C1)C (S)-(1-(7,8-dichloro-4-(4-methyl-1H-imidazol-1-yl)quinolin-2-yl)pyrrolidin-2-yl)methanol